C([C@@H]1[C@@H]([C@@H]([C@H]([C@@H](O1)O[C@@H]2[C@H](O[C@@H]([C@@H]([C@H]2O)O)O)CO)O)O)O)O Dilactose